FC(C1=C(COC2=C(C=C(C=C2)/C=C(/C(=O)NCCCCC(=O)O)\C#N)OC)C=CC(=C1)C(F)(F)F)(F)F (E)-5-(3-(4-((2,4-bis(trifluoromethyl)benzyl)oxy)-3-methoxyphenyl)-2-cyanoacrylamido)pentanoic acid